NC=1C2=C(N=CN1)N(CC2)[C@H]2[C@@H]([C@@H]([C@H](C2)[C@H]2C(C2)C2=CC=C1C=CC(=NC1=C2)N)O)O (1R,2S,3R,5R)-3-(4-Amino-5,6-dihydro-7H-pyrrolo[2,3-d]pyrimidin-7-yl)-5-((1R)-2-(2-Aminoquinolin-7-yl)cyclopropyl)cyclopentane-1,2-diol